aminocarboxylic cyanide NC(=O)C#N